C1(CC1)C=1N=NN(C1)[C@@H](C(=O)N1[C@H](C[C@@H](C1)O)C(=O)NC1CS(CC1OC)(=O)=O)C(C)(C)C (2R,4S)-1-[(2R)-2-(4-cyclopropyltriazol-1-yl)-3,3-dimethyl-butanoyl]-4-hydroxy-N-(4-methoxy-1,1-dioxo-thiolan-3-yl)pyrrolidine-2-carboxamide